ClC1=C(C=CC(=C1)Cl)N1C(=NN=C1SC(C)C)CCCO 3-(4-(2,4-dichlorophenyl)-5-(isopropylthio)-4H-1,2,4-triazol-3-yl)propan-1-ol